tert-butyl (2-bromo-6-fluorobenzyl)(methyl)carbamate BrC1=C(CN(C(OC(C)(C)C)=O)C)C(=CC=C1)F